Cl.N[C@@H]([C@@H](C(=O)NCC1=NC=CC=C1)O)CC1=CC=CC=C1 (2s,3r)-3-amino-2-hydroxy-4-phenyl-N-(pyridin-2-ylmethyl)butyramide hydrochloride